[Cl-].C(CCC)N1C=[N+](C=C1)C 1-butyl-3-methylimidazolium chloride salt